4-[({4-Cyano-3-[1-methansulfonyl-2-oxo-4-(trifluoromethyl)piperidin-3-yl]-1-(1,3-thiazol-4-carbonyl)-1H-pyrazol-5-yl}sulfanyl)methyl]benzol C(#N)C=1C(=NN(C1SCC1=CC=CC=C1)C(=O)C=1N=CSC1)C1C(N(CCC1C(F)(F)F)S(=O)(=O)C)=O